[Si](C)(C)(C(C)(C)C)O[C@H](CCCC(=O)N(C)OC)[C@H]1N(C(OC1)(C)C)C(=O)OC(C)(C)C tert-butyl (4S)-4-[(1R)-1-[tert-butyl(dimethyl)silyl]oxy-5-[methoxy(methyl)amino]-5-oxo-pentyl]-2,2-dimethyl-oxazolidine-3-carboxylate